C1(CC1)C1=NC=NC(=C1C1=NN2C(N(C(C=C2)=O)CC2=CC=C(C=C2)C=2N(C=C(N2)C(F)(F)F)CC)=C1)OC (4-cyclopropyl-6-methoxypyrimidin-5-yl)-4-(4-(1-ethyl-4-(trifluoromethyl)-1H-imidazol-2-yl)benzyl)pyrazolo[1,5-a]pyrimidin-5(4H)-one